C1=CC=C(C=C1)C(=O)NCC2=CC=C(O2)C=O N-(5-FORMYL-FURAN-2-YLMETHYL)-BENZAMIDE